ClC1=CC2=C(NC(=N2)NN)C=C1 5-chloro-2-hydrazinyl-1H-1,3-benzodiazole